C1(C=CC2=CC=C3C(=C12)C=CC=C3)C#N benzindenenitrile